CC1=CC2=C(S1)C1(CC(NCC1)C)OCC2 2,2'-dimethyl-spiro[4,5-dihydrothieno[2,3-C]pyran-7,4'-piperidine]